C(C)(=O)NC=1C(=C(C(=C(C(=O)NCC2OC(OC2)(C)C)C1I)I)C(=O)NCC1OC(OC1)(C)C)I 5-acetamido-N1,N3-bis((2,2-dimethyl-1,3-dioxolan-4-yl)methyl)-2,4,6-triiodoisophthalamide